FC=1C=C(C=NC1)OCCN(CC[C@@H](C(=O)O)NC=1C2=C(N=CN1)C=CC=N2)CCCCC2=NC=1NCCCC1C=C2 (S)-4-((2-((5-fluoropyridin-3-yl)oxy)ethyl)(4-(5,6,7,8-tetrahydro-1,8-naphthyridin-2-yl)butyl)amino)-2-(pyrido[3,2-d]pyrimidin-4-ylamino)butanoic acid